4-(2,3-dichloro-6-hydroxyphenyl)-1-(pyrrolidin-3-yl)-piperidin-2-one ClC1=C(C(=CC=C1Cl)O)C1CC(N(CC1)C1CNCC1)=O